(R)-4-(3H-[1,2,3]triazolo[4,5-b]pyridin-3-yl)-2-chloro-N-(3-methylpyridin-2-yl)-N-(piperidin-3-yl)benzamide N1=NN(C2=NC=CC=C21)C2=CC(=C(C(=O)N([C@H]1CNCCC1)C1=NC=CC=C1C)C=C2)Cl